C(CCCCCCC)N=C=O n-Octyl isocyanat